O1CC(C1)C1=CC=C(N=N1)N [6-(oxetan-3-yl)pyridazin-3-yl]amine